potassium borate salt B([O-])([O-])[O-].[K+].[K+].[K+]